2-[2-chloro-5-methyl-4-(4,4,5,5-tetramethyl-1,3,2-dioxaborolan-2-yl)phenyl]-2-methyl-propanoic acid ClC1=C(C=C(C(=C1)B1OC(C(O1)(C)C)(C)C)C)C(C(=O)O)(C)C